BrC1=CC2=C(N=C(O2)S(=O)CC2=CC=C(C=C2)Cl)C=C1 6-bromo-2-((4-chlorobenzyl)sulfinyl)benzo[d]oxazole